[3,5-Di(9H-carbazol-9-yl)phenyl]triphenylsilane C1=CC=CC=2C3=CC=CC=C3N(C12)C=1C=C(C=C(C1)N1C2=CC=CC=C2C=2C=CC=CC12)[Si](C1=CC=CC=C1)(C1=CC=CC=C1)C1=CC=CC=C1